2-(2,6-dioxo-3-piperidyl)-3-oxo-isoindoline-5-carboxylic acid O=C1NC(CCC1N1CC2=CC=C(C=C2C1=O)C(=O)O)=O